COC1=NN(C=C1[C@H]1N(CCC1)CC1=CC=C(OC2=CC=C(C(=O)N)C=C2)C=C1)C 4-(4-{[(2S)-2-(3-methoxy-1-methyl-1H-pyrazol-4-yl)pyrrolidin-1-yl]Methyl}phenoxy)benzamide